C(CCC)[Sn] butyl-tin